NC(C)(S(=O)(=O)O)N diaminoethanesulfonic acid